Cl.C1(CC1)N1C(CNCC1)=O 1-Cyclopropylpiperazin-2-one hydrochloride